(R)-3-mercapto-N-((R)-3-mercapto-1-(methylamino)-1-oxopropan-2-yl)-2-(methylamino)propionamide SC[C@@H](C(=O)N[C@H](C(=O)NC)CS)NC